1,3-bis(3-hydroxypropyl)-1,1,3,3-tetramethyldisiloxane OCCC[Si](O[Si](C)(C)CCCO)(C)C